1,3,6,8-tetrabromopyrene compound with sodium periodate I(=O)(=O)(=O)[O-].[Na+].BrC1=CC(=C2C=CC3=C(C=C(C4=CC=C1C2=C34)Br)Br)Br